5-(2-isocyanatoethyl)-bicyclo-[2.2.1]-heptane N(=C=O)CCC1C2CCC(C1)C2